4-amino-4-ethyl-3-hexanol NC(C(CC)O)(CC)CC